BrC=1C=C2C=3CCCC(C3NC2=CC1)=O 6-Bromo-2,3,4,9-tetrahydro-1H-carbazol-1-one